6-(4-(1-(4-chloro-3-fluorophenyl)-3,3-diethyl-2,3-dihydro-1H-pyrrolo[3,2-b]pyridine-5-carbonyl)-3,3-dimethylpiperazin-1-yl)-2,4-dimethylnicotinic acid ClC1=C(C=C(C=C1)N1CC(C2=NC(=CC=C21)C(=O)N2C(CN(CC2)C2=NC(=C(C(=O)O)C(=C2)C)C)(C)C)(CC)CC)F